C(C[C@H](C(=O)O)N)CN=C(N)N The molecule is a D-alpha-amino acid that is the D-isomer of arginine. It has a role as an EC 4.1.1.19 (arginine decarboxylase) inhibitor and a mouse metabolite. It is a D-alpha-amino acid and an arginine. It is a conjugate base of a D-argininium(1+). It is a conjugate acid of a D-argininate. It is an enantiomer of a L-arginine.